FC=1[C@@]2(C3=CC=CC=C3C1F)CC(C(CC2)C(=O)OC)=O (1R)-methyl 2',3'-difluoro-3-oxospiro[cyclohexane-1,1'-indene]-4-carboxylate